ClC1=CC=C(C(=O)NC2=CC(=C(C(=O)OC)C=C2I)C)C=C1 methyl 4-(4-chlorobenzamido)-5-iodo-2-methylbenzoate